2'-cyclobutyl-3'-fluorobiphenyl C1(CCC1)C1=C(C=CC=C1F)C1=CC=CC=C1